2,2,8-Trimethyl-2,3,4,5-tetrahydro-1H-pyrido[4,3-b]indol-2-ium C[N+]1(CC2=C(NC=3C=CC(=CC23)C)CC1)C